2-(4-fluoro-3-(4,4,5,5-tetramethyl-1,3,2-dioxaborolane-2-yl)phenoxy)ethan-1-ol FC1=C(C=C(OCCO)C=C1)B1OC(C(O1)(C)C)(C)C